F[C@@H]1C[C@@H](C[C@H]1O)C(=O)[O-] |r| rac-(1R,3R,4R)-3-fluoro-4-hydroxycyclopentane-1-carboxylate